1-hydroxy-4-methyl-6-heptadecyl-pyridin-2-one ON1C(C=C(C=C1CCCCCCCCCCCCCCCCC)C)=O